C(C1=CC=CC=C1)NC1=NC=C(C(=N1)N)CC1=C(C=C(C(=C1)OC)OC)C(C)C N*2*-Benzyl-5-(2-isopropyl-4,5-dimethoxy-benzyl)-pyrimidine-2,4-diamine